D-fructose 1,6-diphosphate P(=O)(O)(O)OCC(=O)[C@@H](O)[C@H](O)[C@H](O)COP(=O)(O)O